8-amino-N-[5-(cyclohexylcarbamoyl)-1,3-thiazol-2-yl]-4,4-dimethyl-4,5-dihydro-1H-pyrazolo[4,3-H]quinazoline-3-carboxamide NC1=NC=2C3=C(C(CC2C=N1)(C)C)C(=NN3)C(=O)NC=3SC(=CN3)C(NC3CCCCC3)=O